COCC1=CC(=NN1C)[N+](=O)[O-] 5-(Methoxymethyl)-1-methyl-3-nitro-1H-pyrazole